ClC1=CC(=CC=2N(C=NC21)CC2=CC=C(C=C2)B(O)O)Cl 4-((4,6-dichloro-1,3-benzodiazol-1-yl)methyl)phenylboronic acid